(2R,3S)-3-(3-((2,2-Dimethyl-2,3-dihydro-benzo[f][1,4]oxazepin-4(5H)-yl)methyl)-4-methylphenyl)-3-(1-ethyl-4-fluoro-1H-benzo[d][1,2,3]triazol-5-yl)-2-methylpropanoic acid, Sodium salt [Na+].CC1(OC2=C(CN(C1)CC=1C=C(C=CC1C)[C@H]([C@H](C(=O)[O-])C)C1=C(C3=C(N(N=N3)CC)C=C1)F)C=CC=C2)C